C1(CC1)CCC(C1=CC=NC=C1)(N[S@](=O)C(C)(C)C)C=1C=CC(=C(C1)NC(=O)[C@@H]1N(C[C@](C1)(C(F)(F)F)O)C(=O)OC(C)(C)C)F (2R,4R)-tert-butyl 2-(5-(3-cyclopropyl-1-((R)-1,1-dimethylethylsulfinamido)-1-(pyridin-4-yl)propyl)-2-fluorophenylcarbamoyl)-4-hydroxy-4-(trifluoromethyl)pyrrolidine-1-carboxylate